1-methyl-4-(thiophen-3-ylmethyl)quinolin-2(1H)-one CN1C(C=C(C2=CC=CC=C12)CC1=CSC=C1)=O